ClC1=CC=C(C=C1)[C@@H]1[C@@H](CCC1)O cis-2-(4-chlorophenyl)cyclopentan-1-ol